C(=O)(O)[C@@](CC1=CC=CC(=N1)C(=O)O)(P(=O)(O)O)OC[C@H]1O[C@H]([C@@H]([C@@H]1O)O)N1N=CC=2C1=NC(=NC2NC2CCCC2)Cl |&1:3| rac-6-(2-carboxy-2-(((2R,3S,4R,5R)-5-(6-chloro-4-(cyclopentylamino)-1H-pyrazolo[3,4-d]pyrimidin-1-yl)-3,4-dihydroxytetrahydrofuran-2-yl)methoxy)-2-phosphonoethyl)-picolinic acid